ClC=1C=C(C=C(C1)B1OC(C(O1)(C)C)(C)C)[C@@H]1COC(CN1)(C)C (R)-5-(3-chloro-5-(4,4,5,5-tetramethyl-1,3,2-dioxaborolan-2-yl)phenyl)-2,2-dimethylmorpholine